(1r,5s)-3-(7-(2-amino-3-cyano-7-fluorobenzo[b]thiophen-4-yl)-6-chloro-8-fluoro-2-((hexahydro-1H-pyrrolizin-7a-yl) methoxy) quinazolin-4-yl)-3,8-diazabicyclo[3.2.1]octane-8-carboxylate NC1=C(C2=C(S1)C(=CC=C2C2=C(C=C1C(=NC(=NC1=C2F)OCC21CCCN1CCC2)N2C[C@H]1CC[C@@H](C2)N1C(=O)[O-])Cl)F)C#N